2-((2S)-2-(1-cyclopropyl-1H-pyrazol-4-yl)-4-morpholinyl)-4-(2-fluoro-4-methylphenyl)-7-methylpyrido[2,3-d]pyrimidine C1(CC1)N1N=CC(=C1)[C@H]1CN(CCO1)C=1N=C(C2=C(N1)N=C(C=C2)C)C2=C(C=C(C=C2)C)F